5-(3,5-Dimethyl-4-morpholinylphenyl)-1-p-toluenesulfonyl-1H-pyrrolo[2,3-b]pyridine CC=1C=C(C=C(C1N1CCOCC1)C)C=1C=C2C(=NC1)N(C=C2)S(=O)(=O)C2=CC=C(C)C=C2